methylcycloheptanediol CC1C(CCCCC1)(O)O